5-((2-(2,6-Dioxopiperidin-3-yl)-3-oxoisoindolin-5-yl)oxy)pentanoic acid methyl ester COC(CCCCOC=1C=C2C(N(CC2=CC1)C1C(NC(CC1)=O)=O)=O)=O